C(CC)OC(CC1(C(N2C(C=3C=CC=CC13)=CC=1C=C(C=CC12)F)=O)C)=O propyl-2-(10-fluoro-5-methyl-6-oxo-5,6-dihydroindolo[2,1-a]isoquinolin-5-yl)acetate